C(C)(C)(C)C1N2C(C=3N(CC1)N=C1C3CN(CC1)C(=O)O)=NN=C2C.C(C(CCCCO)O)O 1,2,6-Hexanetriol tert-Butyl-3-methyl-6,7,10,11-tetrahydro-5H-pyrido[4',3':3,4]pyrazolo[1,5-a][1,2,4]-triazolo[3,4-c][1,4]diazepine-12(13H)-carboxylate